FC=1C(=C(C=CC1F)[C@@H]1[C@@H](O[C@]([C@@H]1C)(C(F)(F)F)C)C(=O)NC1=CC(=NC(=C1)C)C(=O)N)OC 4-[[(2R,3R,4R,5R)-3-(3,4-Difluoro-2-methoxy-phenyl)-4,5-dimethyl-5-(trifluoromethyl)tetrahydrofuran-2-carbonyl]amino]-6-methyl-pyridin-2-carboxamid